O=C1NC(CCC1C=1C=C(C=CC1)N1CCN(CC1)C(=O)OC(C)(C)C)=O tert-butyl 4-[3-(2,6-dioxo-3-piperidyl)phenyl]piperazine-1-carboxylate